5,10,15,20-tetra(3,5-xylyl)porphyrin t-butyl-(R)-5-methyl-6-oxo-3-(trifluoromethyl)-5,6,6a,7,9,10-hexahydro-8H-pyrazino[1,2-a]pyrido[3,2-e]pyrazin-8-carboxylate C(C)(C)(C)C=1C(=CC=2N(C([C@@H]3N(C2N1)CCN(C3)C(=O)O)=O)C)C(F)(F)F.C3(=CC(=CC(=C3)C)C)C=3C1=CC=C(N1)C(=C1C=CC(C(=C2C=CC(=C(C=4C=CC3N4)C4=CC(=CC(=C4)C)C)N2)C2=CC(=CC(=C2)C)C)=N1)C1=CC(=CC(=C1)C)C